N-(2-chloro-4-(trifluoromethyl)phenyl)-2-(5-ethyl-7-oxo-2-(5-oxo-1,3a,4,5,6,6a-hexahydropentalen-2-yl)-6-(piperazin-1-yl)pyrazolo[1,5-a]pyrimidin-4(7H)-yl)acetamide ClC1=C(C=CC(=C1)C(F)(F)F)NC(CN1C=2N(C(C(=C1CC)N1CCNCC1)=O)N=C(C2)C=2CC1CC(CC1C2)=O)=O